4-(3-((1r,3R,5S,7r)-3,5-dimethyladamantan-1-yl)ureido)-N-(2-(hydroxyamino)-2-oxoethyl)benzamide C[C@]12CC3(CC(C[C@@](C1)(C3)C)C2)NC(NC2=CC=C(C(=O)NCC(=O)NO)C=C2)=O